Cl[C@@H](C(=O)N(C)C1=CC=C(C(=O)OC)C=C1)CC1=CC=CC=C1 methyl (R)-4-(2-chloro-N-methyl-3-phenylpropanamido)benzoate